C(C)(C)(C)OC(=O)N1C2CNCC1CC2 3,8-diazabicyclo[3.2.1]-Octane-8-carboxylic acid tert-butyl ester